methyl 1-(2-pyridylmethyl)-1,2,4-triazole-3-carboxylate N1=C(C=CC=C1)CN1N=C(N=C1)C(=O)OC